FC1=C(C=CC=C1)NC=1C(=C(C=NC1)CO)C {5-[(2-fluorophenyl)amino]-4-methylpyridin-3-yl}methanol